CN1N=C(C2=CC=CC(=C12)C(C(=O)O)N1CC(C1)OCCCCCC1NC2=NC=C(C=C2CC1)C)C 2-(1,3-dimethyl-1H-indazol-7-yl)-2-(3-(5-(6-methyl-1,2,3,4-tetrahydro-1,8-naphthyridin-2-yl)pentyloxy)azetidin-1-yl)acetic acid